NC1=NC(=C(C=2N1N=C(N2)C2(CC2)C2=CC=CC=C2)Br)C=2C=C(C#N)C=CC2 3-(5-amino-8-bromo-2-(1-phenylcyclopropyl)-[1,2,4]triazolo[1,5-c]pyrimidin-7-yl)benzonitrile